FC1=CC=C(CNC(=O)[C@@H]2CC[C@H]3N2C([C@H](CN(CC3)CC(C(F)(F)F)(C)C)NC(OC(C)(C)C)=O)=O)C=C1 tert-butyl ((5S,8S,10aR)-8-((4-fluorobenzyl)carbamoyl)-6-oxo-3-(3,3,3-trifluoro-2,2-dimethylpropyl)decahydropyrrolo[1,2-a][1,5]diazocin-5-yl)carbamate